CN1N=C(C(=C1)C=1C=CC=C2C(=NC=NC12)N[C@H](CN1CCN(CC1)S(=O)(=O)C=1C(=NC=CC1)C)C)C(F)(F)F 8-[1-methyl-3-(trifluoromethyl)-1H-pyrazol-4-yl]-N-[(2S)-1-{4-[(2-methylpyridin-3-yl)sulfonyl]piperazin-1-yl}propan-2-yl]quinazolin-4-amine